methyl (2,2,2-trifluoroethyl) (2,2,2-trifluoroethyl)phosphonate FC(CP(OC)(OCC(F)(F)F)=O)(F)F